2-[3'-(triphenylen-2-yl)-1,1'-biphenyl-3-yl]4,6-diphenyl-1,3,5-triazine C1=C(C=CC=2C3=CC=CC=C3C3=CC=CC=C3C12)C=1C=C(C=CC1)C1=CC(=CC=C1)C1=NC(=NC(=N1)C1=CC=CC=C1)C1=CC=CC=C1